((di-tert-butoxyphosphoryl)oxy)methyl 2-(4-(6-((4-cyano-2-fluorobenzyl)oxy)pyridin-2-yl)-2,5-difluorobenzyl)-1-(2-methoxyethyl)-1H-benzo[d]imidazole-6-carboxylate C(#N)C1=CC(=C(COC2=CC=CC(=N2)C2=CC(=C(CC3=NC4=C(N3CCOC)C=C(C=C4)C(=O)OCOP(=O)(OC(C)(C)C)OC(C)(C)C)C=C2F)F)C=C1)F